3,8-didecyl-1,10-phenanthroline C(CCCCCCCCC)C=1C=NC2=C3N=CC(=CC3=CC=C2C1)CCCCCCCCCC